1,6-dibromo-decane BrCCCCCC(CCCC)Br